ClC1=C(C=CC=C1CC)N1CCN(CC1)CC(CCNC(=O)C=1NC2=CC=CC=C2C1)O N-(4-(4-(2-chloro-3-ethylphenyl)piperazin-1-yl)-3-hydroxybutyl)-1H-indole-2-carboxamide